BrCC(C(=O)OC)=C methyl 2-(bromomethyl)acrylate